NC=1C2=C(N=CN1)N(C(=C2C2=CC=C(C=1OCOC12)F)C#CC1CN(C1)[C@@H]1[C@@H](CN(CC1)C(C=C)=O)F)C(C)C 1-((3R,4S)-4-(3-((4-amino-5-(7-fluorobenzo[d][1,3]dioxol-4-yl)-7-isopropyl-7H-pyrrolo[2,3-d]pyrimidin-6-yl)ethynyl)azetidin-1-yl)-3-fluoropiperidin-1-yl)prop-2-en-1-one